3-Bromo-5-(1,1-difluoroethyl)-2-((methylamino)methyl)aniline BrC=1C(=C(N)C=C(C1)C(C)(F)F)CNC